ClC1=C(C=CC=C1)NC1=NC=C(C(=N1)N1C=C(C=C1)C(=O)NC(CO)C1=CC=CC=C1)F 1-(2-((2-chloro-phenyl)amino)-5-fluoropyrimidin-4-yl)-N-(2-hydroxy-1-phenylethyl)-1H-pyrrole-3-carboxamide